BrC=1C=C(C=C(C1)OC)CC#N 2-(3-Bromo-5-methoxyphenyl)acetonitrile